N-[4-[(6,7-dimethoxy-1,5-naphthyridin-4-yl)oxy]-3-fluorophenyl]-6-methyl-4-oxo-5-phenyl-1-propan-2-ylpyridine-3-carboxamide COC=1N=C2C(=CC=NC2=CC1OC)OC1=C(C=C(C=C1)NC(=O)C1=CN(C(=C(C1=O)C1=CC=CC=C1)C)C(C)C)F